C(C)(C)(C)C=1C=C(C=C(C1O)C(C)(C)C)CCC(=O)OCCSCCOC(CCC1=CC(=C(C(=C1)C(C)(C)C)O)C(C)(C)C)=O Thiobis(ethane-2,1-diyl) bis[3-(3,5-di-t-butyl-4-hydroxyphenyl) propionate]